4-(2-isopropoxyphenyl)-2-butanone C(C)(C)OC1=C(C=CC=C1)CCC(C)=O